CC(CO)CO 2-methyl-(1,3-propanediol)